((1R,2S)-2-(((2-bromo-5-(trifluoromethyl)pyrazolo[1,5-a]pyrimidin-7-yl)amino)methyl)-2-(pyridin-2-yl)cyclopropyl)methanol BrC1=NN2C(N=C(C=C2NC[C@]2([C@@H](C2)CO)C2=NC=CC=C2)C(F)(F)F)=C1